tert-Butyl-3-(((3-(dimethylamino)propyl)(3-((2-(4-methoxyphenyl)quinolin-4-yl)amino)propyl)amino)methyl)azetidine-1-carboxylate C(C)(C)(C)OC(=O)N1CC(C1)CN(CCCNC1=CC(=NC2=CC=CC=C12)C1=CC=C(C=C1)OC)CCCN(C)C